amino-4-[benzyl-(methyl)amino]-6-(2-furyl)pyrimidine-5-carboxylic acid NC1=NC(=C(C(=N1)N(C)CC1=CC=CC=C1)C(=O)O)C=1OC=CC1